methyl 2-amino-3-cyano-1H-indole-5-carboxylate NC=1NC2=CC=C(C=C2C1C#N)C(=O)OC